1,3-dichloro-5,5-dimethyl-2-methylideneimidazolidin-4-one ClN1C(N(C(C1(C)C)=O)Cl)=C